BrC1=C(C(=CC=C1)OC)C1=CC(=NO1)NS(=O)(=O)C1=C(C=CC=C1OC)OC N-(5-(2-Bromo-6-methoxyphenyl)isoxazol-3-yl)-2,6-dimethoxybenzenesulfonamide